3-(4-chloro-2-fluorophenyl)-8-((2-chloropyrimidin-5-yl)methyl)pyrido[2,3-d]pyrimidine-2,4(3H,8H)-dione ClC1=CC(=C(C=C1)N1C(N=C2C(C1=O)=CC=CN2CC=2C=NC(=NC2)Cl)=O)F